benzyl (2-(1-(3-cyano-6,7-dimethoxyquinolin-4-yl)piperidin-4-yl)ethyl)carbamate C(#N)C=1C=NC2=CC(=C(C=C2C1N1CCC(CC1)CCNC(OCC1=CC=CC=C1)=O)OC)OC